FC(S(=O)(=O)[O-])(F)F.C1=CCCC=CCC1.C1=CCCC=CCC1.[Rh+] rhodium (I) bis(1,5-cyclooctadiene) trifluoromethanesulfonate